C(C)OC(=O)C1=CN2[C@@H](C3=C(C2=CC1=O)N=C(C=C3)OC)C(C)C (R)-ethyl-5-isopropyl-2-methoxy-9-oxo-5,9-dihydropyrido[2,3-a]indolizine-8-carboxylate